FC1=C(C(=O)N2CCN(CC2)CC2=C(C=CC=C2)C2C(NC(CC2)=O)=O)C=C(C=C1)CC1=NNC(C2=CC=CC=C12)=O 3-(2-((4-(2-fluoro-5-((4-oxo-3,4-dihydrophthalazin-1-yl)methyl)benzoyl)piperazin-1-yl)methyl)phenyl)piperidine-2,6-dione